N,N-dimethyl-4-(2-((4-sulfamoylphenyl)amino)thiazol-4-yl)benzenesulfonamide CN(S(=O)(=O)C1=CC=C(C=C1)C=1N=C(SC1)NC1=CC=C(C=C1)S(N)(=O)=O)C